(2R,3R)-3-amino-2-benzyl-2-methylcyclopentan-1-one N[C@H]1[C@@](C(CC1)=O)(C)CC1=CC=CC=C1